C(C1=CC=CC=C1)OC(=O)C1CCC(CC1)CNC1=CC2=C(N(C(N2C)=O)C2C(NC(CC2)=O)=O)C=C1 (1S,4S)-4-(((1-(2,6-dioxopiperidin-3-yl)-3-methyl-2-oxo-2,3-dihydro-1H-benzo[d]Imidazol-5-yl)amino)methyl)cyclohexane-1-carboxylic acid benzyl ester